Bis(2-ethylhexyloxy)bis(2-ethyl-3-hydroxyhexyloxy)titanium C(C)C(CO[Ti](OCC(C(CCC)O)CC)(OCC(C(CCC)O)CC)OCC(CCCC)CC)CCCC